FC(C1=CC=C2C3(C(NC2=C1)=O)CCC1=CC=CC=C13)(F)F 6'-(trifluoromethyl)spiro[indan-1,3'-indoline]-2'-one